C(CCCCC)OC(CCC(C)=O)=O 4-oxopentanoic acid hexyl ester